(3S,4R,7S)-7-(((2-methoxyethoxy)methoxy)methyl)-4-methyl-3-((E)-styryl)-2,6-dioxabicyclo[3.2.1]octane COCCOCOC[C@@H]1OC2[C@H]([C@@H](OC1C2)\C=C\C2=CC=CC=C2)C